BrC=1C(=NN(C1)CC)C(=O)NC1=C(C=CC=C1)C(C)(C)C 4-bromo-N-(2-tert-butylphenyl)-1-ethyl-1H-pyrazole-3-carboxamide